2-bromo-N,4-dimethylaniline CC1=CC(=C(C=C1)NC)Br